C(C)(C)C1=C(C(=CC(=C1)C(C)C)C(C)C)[Li] 2,4,6-triisopropylphenyllithium